(R)-N4-(1-(1H-imidazol-2-yl)pentyl)pyrido[3,2-d]pyrimidine-2,4-diamine N1C(=NC=C1)[C@@H](CCCC)NC=1C2=C(N=C(N1)N)C=CC=N2